NC=1C(=C(C(=C(C(=O)NC=2C=C(C=CC2N2CCN(CC2)C)N2NN=C3C2=CC=CN3NC(=O)C3CCNCC3)C1)Cl)C)F N-(1-(3-(5-amino-2-chloro-4-fluoro-3-methylbenzoylamino)-4-(4-methylpiperazin-1-yl)phenyl)-1H-1,2,3-triazolopyridin-4-yl)piperidin-4-carboxamide